5-bromo-2-((S)-1-cyclopropylethyl)-7-((3-hydroxypyrrolidin-1-yl)sulfonyl)isoindolin-1-one BrC=1C=C2CN(C(C2=C(C1)S(=O)(=O)N1CC(CC1)O)=O)[C@@H](C)C1CC1